COC(=O)C12CCC(CC1)(CC2)C2OC2 4-(oxiran-2-yl)bicyclo[2.2.2]Octane-1-carboxylic acid methyl ester